ClC=1C=2C(C=3N(N1)C(=NN3)C)=CSC2 6-Chloro-3-methylthieno[3,4-d][1,2,4]triazolo[4,3-b]pyridazine